3'-amino-2',3'-dideoxyguanosine-5'-triphosphate P(O)(=O)(OP(=O)(O)OP(=O)(O)O)OC[C@@H]1[C@H](C[C@@H](O1)N1C=NC=2C(=O)NC(N)=NC12)N